tert-butyl-4-(bis(4-fluorophenyl)methyl)-2-(cyclopropylcarbamoyl)piperazine-1-carboxylate C(C)(C)(C)OC(=O)N1C(CN(CC1)C(C1=CC=C(C=C1)F)C1=CC=C(C=C1)F)C(NC1CC1)=O